Cl.COC(=O)[C@@]1([C@@H](C1)CC)N (1R,2R)-1-amino-2-ethylcyclopropanecarboxylic acid methyl ester hydrochloride